C(C)(C)(C)C1=CC=C(C=C1)NC=1C(=CC2=C(SC3=C2C=CC=C3)C1)B1OC(C(O1)(C)C)(C)C N-(4-(tert-butyl)phenyl)-2-(4,4,5,5-tetramethyl-1,3,2-dioxaborolan-2-yl)dibenzo[b,d]thiophen-3-amine